C(C)N1N=C(C(=C1)C1=C2CCN(C(C2=CC=C1)=O)C1=C2C=C(C=NC2=CC=C1)OC)C(F)(F)F 5-(1-ethyl-3-(trifluoromethyl)-1H-pyrazol-4-yl)-2-(3-methoxyquinolin-5-yl)-3,4-dihydroisoquinolin-1(2H)-one